(3-(difluoromethyl)-4-methyl-1H-indol-7-yl)-5-fluorobenzenesulfonamide FC(C1=CNC2=C(C=CC(=C12)C)C1=C(C=C(C=C1)F)S(=O)(=O)N)F